3-chloromethyl-7-methoxy-8-oxo-5-oxa-1-azabicyclo[4.2.0]oct-2-ene-2-carboxylic acid diphenylmethyl ester C1(=CC=CC=C1)C(C1=CC=CC=C1)OC(=O)C=1N2C(C(C2OCC1CCl)OC)=O